C(C=C)(=O)N1[C@@H](C[C@H](CC1)N1C=NC=2C(=NC=3C(=C(C(=CC3C21)Cl)C2=CC=CC1=CC=CC(=C21)C)F)N2CC(C2)N(C)C)CC#N 2-((2S,4S)-1-acryloyl-4-(8-chloro-4-(3-(dimethylamino)azetidin-1-yl)-6-fluoro-7-(8-methylnaphthalen-1-yl)-1H-imidazo[4,5-c]quinolin-1-yl)piperidin-2-yl)acetonitrile